CC=1C=CC=C2CCCN(C12)S(=O)(=O)C1=C(C=C(C=C1)C1=CC(=NO1)C)C 8-Methyl-1-[2-methyl-4-(3-methyl-1,2-oxazol-5-yl)benzenesulfonyl]-1,2,3,4-tetrahydroquinoline